2-ACETYL-1H-INDOLE-3-CARBOXYLIC ACID C(C)(=O)C=1NC2=CC=CC=C2C1C(=O)O